diethylaminopropyl-behenamide C(C)N(CC)CCCC(C(=O)N)CCCCCCCCCCCCCCCCCCCC